C(CCCCCCCCC(=O)ON1C(CCCC1(C)C)(C)C)(=O)ON1C(CCCC1(C)C)(C)C bis(2,2,6,6-tetramethylpiperidinyl) sebacate